ClS(=O)(=O)NC1=C(C=C(C(=O)OC)C=C1)OC methyl 4-((chlorosulfonyl) amino)-3-methoxybenzoate